FC=1C=C(C=CC1C)C(C(=O)O)CC=1N(C=2C(=C3CC[C@@H](N(C3=CC2)C(=O)OC)C)N1)[C@@H]1CC[C@H](CC1)OC 2-(3-fluoro-4-methylphenyl)-3-((S)-6-(methoxycarbonyl)-3-((trans)-4-methoxycyclohexyl)-7-methyl-6,7,8,9-tetrahydro-3H-imidazo[4,5-f]quinolin-2-yl)propanoic acid